1-cyclopentyl-3-(naphthalen-1-ylmethyl)-1H-pyrazolo[3,4-d]pyrimidin-4-amine C1(CCCC1)N1N=C(C=2C1=NC=NC2N)CC2=CC=CC1=CC=CC=C21